cumyl-cesium C(C)(C)(C1=CC=CC=C1)[Cs]